N-((1S,2S)-1-amino-2,3-dihydro-1H-inden-2-yl)-4-(3-methyl-1H-pyrrolo[2,3-b]pyridin-4-yl)-3,4-dihydro-2H-1,4-thiazine-6-carboxamide hydrochloride Cl.N[C@@H]1[C@H](CC2=CC=CC=C12)NC(=O)C1=CN(CCS1)C1=C2C(=NC=C1)NC=C2C